O=C1N(C(C=C1)=O)CCCCCC(=O)NCC(=O)N1[C@@H](CCC1)C(=O)N[C@@H](C)C(=O)NCC(=O)N[C@@H](CC(C)C)C(=O)NCC(=O)NCC(=O)N[C@@H](CC1=CC=CC=C1)C(=O)NCC(=O)O (6-(2,5-dioxo-2,5-dihydro-1H-pyrrol-1-yl)hexanoyl)glycyl-L-prolyl-L-alanyl-glycyl-L-leucylglycylglycyl-L-phenylalanylglycine